6-((1R,4S,5RS)-2-azabicyclo[2.2.1]heptan-5-yl)-3-(2,8-dimethylimidazo[1,2-b]pyridazin-6-yl)thieno[2,3-b]pyrazine [C@H]12NC[C@H]([C@@H](C1)C1=CC=3C(=NC(=CN3)C=3C=C(C=4N(N3)C=C(N4)C)C)S1)C2 |&1:4|